4-Cyanophenyl isothiocyanate C(#N)C1=CC=C(C=C1)N=C=S